2-[2-[2-[bis(tert-butoxycarbonyl)amino]ethoxy]ethoxy]ethyl-4-methylbenzenesulfonate C(C)(C)(C)OC(=O)N(CCOCCOCCOS(=O)(=O)C1=CC=C(C=C1)C)C(=O)OC(C)(C)C